CNC(CCN)C N3-methylbutane-1,3-diamine